CC=1C=CC(=C(C1)O)C1=NC2=NC(=CC=C2C=C1)[C@H]1CN(CCC1)C |o1:18| 5-methyl-2-[7-[rel-(3R)-1-methyl-3-piperidyl]-1,8-naphthyridin-2-yl]phenol